C(C1=CC=CC=C1)NC(=O)C1=C(C=CC=C1)NC(=O)C=1OC=CC1 N-(2-(benzylcarbamoyl)phenyl)furan-2-carboxamide